C1(CC1)C=1C=CC(=NC1F)[C@@H](NC(=O)[C@H]1N(C[C@@H](C1)F)C(CC=1OC=C(N1)C(F)(F)F)=O)C1=CC=CC=C1 (2S,4R)-N-[(S)-(5-cyclopropyl-6-fluoropyridin-2-yl)(phenyl)methyl]-4-fluoro-1-{2-[4-(trifluoromethyl)-1,3-oxazol-2-yl]acetyl}pyrrolidine-2-carboxamide